5-(6-methyl-5-(1-(pyridin-4-ylmethyl)-1H-pyrrol-3-yl)pyridin-3-yl)pyrimidine-2,4(1H,3H)-dione CC1=C(C=C(C=N1)C=1C(NC(NC1)=O)=O)C1=CN(C=C1)CC1=CC=NC=C1